N-((S)-1-(2-((S)-2-cyanopyrrolidin-1-yl)-2-oxoethyl)pyrrolidin-3-yl)-5-methoxybenzofuran-3-carboxamide C(#N)[C@H]1N(CCC1)C(CN1C[C@H](CC1)NC(=O)C1=COC2=C1C=C(C=C2)OC)=O